(13S,16S)-4-methyl-17-oxa-3,4,6,11,14-pentazatetracyclo[16.3.1.113,16.02,6]tricosa-1(22),2,18,20-tetraene-5,12-dione CN1N=C2C=3C=CC=C(O[C@@H]4CN[C@H](C(NCCCCN2C1=O)=O)C4)C3